N=1C=C(N2C1C=NC=C2)C2=C1CNC(C1=C(C=C2)NC2=NC=C(C=C2)[C@@H]2CN(C(C2)=O)C)=O (R)-4-(imidazo[1,2-a]pyrazin-3-yl)-7-((5-(1-methyl-5-oxopyrrolidin-3-yl)pyridin-2-yl)amino)isoindolin-1-one